CN1C(N(C2=C1C=CC=C2)C2=CC(=CC=C2)OC2=CC=1N(C3=CC=CC=C3C1C=C2)C2=NC=CC=C2)=C=[Pt] 3-methyl-1-(3-{[9-(pyridin-2-yl)carbazole-2-yl]oxy}phenyl)-2,3-dihydro-1H-benzo[d]imidazol-2-ylidenecarbene platinum (II)